NC1=C2N=CN(C2=NC(=N1)F)[C@H]1C[C@@H]([C@](O1)(CO)C#C)OC(=O)NCC(=O)OCCCCC pentyl ((((2R,3S,5R)-5-(6-amino-2-fluoro-9H-purin-9-yl)-2-ethynyl-2-(hydroxymethyl)tetrahydrofuran-3-yl)oxy)carbonyl)glycinate